Cl.COC[C@@H]1N(C[C@H](NC1)C)CC(=O)N1CC(C2=CC=C(C=C12)C#N)(C1=NC=CC=C1)C 1-{2-[(2R,5R)-2-(Methoxymethyl)-5-methylpiperazin-1-yl]acetyl}-3-methyl-3-(pyridin-2-yl)-2,3-dihydro-1H-indole-6-carbonitrile hydrochloride